C[C@@H]1CN(CCN1C1=CC(=C(C=C1)[N+](=O)[O-])NC1=NC=NC=C1)C(=O)OC(C)(C)C tert-butyl (3R)-3-methyl-4-{4-nitro-3-[(pyrimidin-4-yl)amino]phenyl}piperazine-1-carboxylate